C(#N)C=1C(=CC(=NC1N1[C@H](CC1)C)C=1C=NN(C1)C1CCN(CC1)C(=O)OC(C)(C)C)C(F)(F)F tert-butyl 4-[4-[5-cyano-6-[(2S)-2-methylazetidin-1-yl]-4-(trifluoromethyl)-2-pyridyl]pyrazol-1-yl]piperidine-1-carboxylate